biphenol phosphite P(O)(O)OC=1C(=CC=CC1)C=1C(=CC=CC1)O